4-bromo-1H-pyrazolo[3,4-c]pyridine-7-carbonitrile BrC1=C2C(=C(N=C1)C#N)NN=C2